FC(C(=O)O)(F)F.NCC(CC=1N(C(NN1)=O)CCC=1SC(=CC1)C=1C=NN(C1)CC)=C(F)F [2-(aminomethyl)-3,3-difluoro-allyl]-4-[2-[5-(1-ethylpyrazol-4-yl)-2-thienyl]ethyl]-1,2,4-triazol-3-one trifluoroacetate salt